4-chloro-5-ethyl-1-oxo-6,7-dihydro-5H-1λ5-cyclopenta[b]pyridine ClC1=C2C(=N(C=C1)=O)CCC2CC